6,6-dimethyl-3-((7-(1-(morpholin-2-ylmethyl)-1H-pyrrol-2-yl)thieno[3,2-b]pyridin-2-yl)methyl)-3-azabicyclo[3.1.0]hexane-2,4-dione CC1(C2C(N(C(C12)=O)CC1=CC2=NC=CC(=C2S1)C=1N(C=CC1)CC1CNCCO1)=O)C